1-sulfobutyl-3-methylimidazole hydrogensulfate S(=O)(=O)(O)O.S(=O)(=O)(O)C(CCC)C1=NC=CN1C